C1(CC1)C=1C=NC(=C(C(=O)O)C1)NC=1C=C2C(=CN(C2=CC1)CC(C)C)C 5-cyclopropyl-2-((1-isobutyl-3-methyl-1H-indol-5-yl)amino)nicotinic acid